6-((1S,2S)-2-(4-Fluoro-1H-pyrazol-1-yl)cyclobutyl)-4-oxo-1-((S)-1-(6-(trifluoromethyl)pyridin-3-yl)ethyl)-4,5-dihydro-1H-pyrazolo[3,4-d]pyrimidin-3-carbonitril FC=1C=NN(C1)[C@@H]1[C@H](CC1)C=1NC(C2=C(N1)N(N=C2C#N)[C@@H](C)C=2C=NC(=CC2)C(F)(F)F)=O